FC1=CNC=2N=CN=CC21 5-fluoro-7H-pyrrolo[2,3-d]pyrimidin